1-[[[3-acetyl-6-[6-[(6-methylpyridazin-3-yl)amino]benzimidazol-1-yl]-2-pyridyl]-methyl-amino]methyl]cyclopropanecarbonitrile C(C)(=O)C=1C(=NC(=CC1)N1C=NC2=C1C=C(C=C2)NC=2N=NC(=CC2)C)N(C)CC2(CC2)C#N